benzyl ((((3aR,6R,6aR)-6-(3-carbamoylpyridin-1(4H)-yl)-2,2-dimethyltetrahydrofuro[3,4-d][1,3]dioxol-4-yl)methoxy)(p-tolyloxy)phosphoryl)alaninate C(N)(=O)C1=CN(C=CC1)[C@@H]1OC([C@@H]2[C@H]1OC(O2)(C)C)COP(=O)(OC2=CC=C(C=C2)C)N[C@@H](C)C(=O)OCC2=CC=CC=C2